F[C@H]1CN(CC[C@H]1NC1=C2C=C(N(C2=CC=C1)CC(F)(F)F)C1=NOC(=N1)CNC(=O)C1=CN(C=C1)C1(CC1)COC)C N-{[3-(4-{[(3S,4R)-3-fluoro-1-methylpiperidin-4-yl]amino}-1-(2,2,2-trifluoroethyl)-1H-indol-2-yl)-1,2,4-oxadiazol-5-yl]methyl}-1-[1-(methoxymethyl)cyclopropyl]-1H-pyrrole-3-carboxamide